2-oxo-1'-[2-({2-oxo-1-[(cis)-3-hydroxy-3-methylcyclobutyl]-8-(trifluoromethyl)-1,2,3,4-tetrahydroquinazolin-6-yl}oxy)ethyl]-1,2-dihydrospiro[indole-3,4'-piperidine]-5-carbonitrile O=C1NC2=CC=C(C=C2C12CCN(CC2)CCOC=2C=C1CNC(N(C1=C(C2)C(F)(F)F)C2CC(C2)(C)O)=O)C#N